COC(=O)C1=CC(=NC2=CC=CC=C12)C1=CC=C(C=C1)C1=CC=CC=2C3=CC=CC=C3NC12 2-(4-carbazolylphenyl)quinoline-4-carboxylic acid methyl ester